2-methyl-1-pyrrolium tetrafluoroborate F[B-](F)(F)F.CC=1[NH2+]C=CC1